C1(CCCC1)N1C(C=CC2=C1N=C(N=C2)NC2CCN(CC2)S(=O)(=O)C=2C=C(OC1CCN(CC1)C=1C=C3CN(C(C3=CC1)=O)C1C(NC(CC1)=O)=O)C=CC2)=O 3-(5-(4-(3-((4-((8-cyclopentyl-7-oxo-7,8-dihydropyrido[2,3-d]pyrimidin-2-yl)amino)piperidin-1-yl)sulfonyl)phenoxy)piperidin-1-yl)-1-oxoisoindolin-2-yl)piperidine-2,6-dione